Phospholene Oxide P1(=CCCC1)=O